(4-(3-hydroxyoxetan-3-yl)phenyl)(4-(3-(trifluoromethyl)phenoxy)piperidin-1-yl)methanone OC1(COC1)C1=CC=C(C=C1)C(=O)N1CCC(CC1)OC1=CC(=CC=C1)C(F)(F)F